(5-chloro-2-(2H-1,2,3-triazol-2-yl)phenyl)(2-((2-cyclopropylbenzo[d]thiazol-6-yl)methyl)pyrazolidin-1-yl)methanone ClC=1C=CC(=C(C1)C(=O)N1N(CCC1)CC1=CC2=C(N=C(S2)C2CC2)C=C1)N1N=CC=N1